N1=CN=CC2=C1CCN(C2)C=2OC=1C(=NC(=CC1)C1=C(C=C(C#N)C=C1C)O)N2 4-[2-(7,8-dihydro-5H-pyrido[4,3-d]pyrimidin-6-yl)oxazolo[4,5-b]pyridin-5-yl]-3-hydroxy-5-methyl-benzonitrile